ClC1=CC=C(N=N1)N1CCC2C1CN(CC2)C(=O)OCCCC Butyl 1-(6-chloropyridazin-3-yl)-3,3a,4,5,7,7a-hexahydro-2H-pyrrolo[2,3-c]pyridine-6-carboxylate